N-(3,5-difluoro-4-{[3-(trifluoromethyl)-1-{[2-(trimethylsilyl)ethoxy]methyl}-1H-pyrrolo[2,3-b]pyridin-4-yl]oxy}phenyl)-5,5-difluoro-5,6-dihydro-4H-1,3-oxazin-2-amine FC=1C=C(C=C(C1OC1=C2C(=NC=C1)N(C=C2C(F)(F)F)COCC[Si](C)(C)C)F)NC=2OCC(CN2)(F)F